ClC=1C=C(C=CC1)[C@H]1C[C@](C(N([C@@H]1C1=CC=C(C=C1)Cl)[C@H](CN1C(C=CC(=C1)C(F)(F)F)=O)CC)=O)(C)CC(=O)O 2-((3R,5R,6S)-5-(3-Chlorophenyl)-6-(4-chlorophenyl)-3-methyl-2-oxo-1-((S)-1-(2-oxo-5-(trifluoromethyl)pyridin-1(2H)-yl)butan-2-yl)piperidin-3-yl)acetic acid